2-(hydroxymethyl)cyclopentanone OCC1C(CCC1)=O